FC1=C(C=C(C=C1)N1N=NN=C1CNC(=O)NCC1=NN=NN1C1=CC(=C(C=C1)F)C)C 1,3-bis({[1-(4-fluoro-3-methylphenyl)-1H-1,2,3,4-tetrazol-5-yl]methyl})urea